N1(CCOCC1)C1CC(C1)N1N=C(C(=C1)C1=C(N=C(O1)C=1C=NNC1)C(=O)N)C1=NC=CN=C1 (1-((1r,3r)-3-morpholinylcyclobutyl)-3-(pyrazin-2-yl)-1H-pyrazol-4-yl)-2-(1H-pyrazol-4-yl)oxazole-4-carboxamide